N-(3-chloro-4-methylphenyl)-3-(3-((1-(2,6-dioxopiperidin-3-yl)-2,5-dioxo-2,5-dihydro-1H-pyrrol-3-yl)amino)phenyl)-N-methylpropanamide ClC=1C=C(C=CC1C)N(C(CCC1=CC(=CC=C1)NC=1C(N(C(C1)=O)C1C(NC(CC1)=O)=O)=O)=O)C